N-(2-chlorobenzyl)-2-[(3R)-3-methyl[1,4'-bipiperidin]-1'-yl]-1,3-thiazole-5-carboxamide ClC1=C(CNC(=O)C2=CN=C(S2)N2CCC(CC2)N2C[C@@H](CCC2)C)C=CC=C1